C(C#CC)(=O)N1[C@@H](C[C@H](CC1)N1N=NC=2C(=NC=3C(=C(C(=CC3C21)Cl)C=2C=CC=C1C=CC=NC21)Cl)N2CC(C2)N(C)C)CC#N 2-((2S,4S)-1-(but-2-ynoyl)-4-(6,8-dichloro-4-(3-(dimethylamino)azetidin-1-yl)-7-(quinolin-8-yl)-1H-[1,2,3]triazolo[4,5-c]quinolin-1-yl)piperidin-2-yl)acetonitrile